3,4,4-trimethyl-1-hexanol CC(CCO)C(CC)(C)C